ClC=1C=C(C=CC1Cl)NC(=O)[C@H]1[C@H]2C[C@@H]([C@@H]([C@@H]1C1=CC(=NC=C1)C)O2)OC (1R,2R,3S,4R,5S)-N-(3,4-dichlorophenyl)-5-methoxy-3-(2-methylpyridine-4-Yl)-7-oxabicyclo[2.2.1]Heptane-2-carboxamide